2-[(5-chloro-2-fluorophenyl)pteridin-4-yl]pyridin-4-ylamine ClC=1C=CC(=C(C1)C1=NC2=NC=CN=C2C(=N1)C1=NC=CC(=C1)N)F